3-ethyl-N-(2-oxo-3,4-dihydro-1H-1,8-phenanthroline-6-yl)pyridine-4-carboxamide C(C)C=1C=NC=CC1C(=O)NC=1C=C2CCC(NC2=C2C=CN=CC12)=O